3-(trifluoromethyl)pyrrolidine hydrochloride salt Cl.FC(C1CNCC1)(F)F